FC(C(=O)O)(F)F.ClC=1C=C(C=C(C1)C#N)C(C)(C)C1=CC=C(OCC2=NC(=NC=C2)N2CCN(CC2)CC2CCN(CC2)CC(=O)O)C=C1 2-(4-((4-(4-((4-(2-(3-chloro-5-cyanophenyl)propan-2-yl)phenoxy)methyl)pyrimidin-2-yl)piperazin-1-yl)methyl)piperidin-1-yl)acetic acid trifluoroacetate